1-[1-[(4-methoxyphenyl)methyl]-2,6-dioxo-3-piperidyl]-3-methyl-2-oxo-benzimidazole-5-carboxylic acid COC1=CC=C(C=C1)CN1C(C(CCC1=O)N1C(N(C2=C1C=CC(=C2)C(=O)O)C)=O)=O